C1(=CC=CC=C1)C(CCCC1=CC=CC=C1)N 1,4-diphenylbutylamine